NCC1=C(C=C(C=C1F)NC(=O)C1=CC2=C(OCCC3=C2SC=C3)C=C1C=1C(=NC(=CC1)C(NCCC)=O)C(=O)OC)F methyl 3-(9-((4-(aminomethyl)-3,5-difluorophenyl)carbamoyl)-4,5-dihydrobenzo[b]thieno[2,3-d]oxepin-8-yl)-6-(propylcarbamoyl)picolinate